ethyl (Z)-4-((tert-butoxycarbonyl)(2-(4-iodophenoxy)ethyl) amino)but-2-enoate C(C)(C)(C)OC(=O)N(C\C=C/C(=O)OCC)CCOC1=CC=C(C=C1)I